CN1C(C(C2=CC(=CC=C12)Br)(CS(=O)(=O)N(C)C)C)=O 1,3-dimethyl-3-(N,N-dimethylaminosulfonylmethyl)-2-oxo-5-bromoindole